C1(=CCC(CC1)(C(C)C)O)C P-menthen-4-ol